3-(4-Tert-butyl-1-cyclohexen-1-yl)propanal C(C)(C)(C)C1CC=C(CC1)CCC=O